8-[5-[5-[(1S)-1-(3,5-dimethylpyridazin-4-yl)ethoxy]-1H-indazol-3-yl]pyrimidin-2-yl]-2λ6-thia-8-azaspiro[4.5]decane 2,2-dioxide CC=1N=NC=C(C1[C@H](C)OC=1C=C2C(=NNC2=CC1)C=1C=NC(=NC1)N1CCC2(CCS(C2)(=O)=O)CC1)C